6-chloro-1-hydroxyphenylacrylonitrile ClC1=CC=CCC1(O)C(C#N)=C